C(C)OC=1C=NC(=NC1)N1CCC(CC1)CCCOC1=CC(=C(C=C1)CC(=O)N1CC(C1)CNC[C@@H]([C@H]([C@@H]([C@@H](CO)O)O)O)O)F |r| 2-[4-[3-[1-(5-ethoxypyrimidin-2-yl)-4-piperidyl]propoxy]-2-fluoro-phenyl]-1-[3-[[[rac-(2S,3R,4R,5R)-2,3,4,5,6-pentahydroxyhexyl]amino]methyl]azetidin-1-yl]ethanone